N(=[N+]=[N-])[C@@]1([C@@H](O[C@@H]([C@H]1O)CO)N1C(=O)NC(=O)C=C1)O 2'-azido-uridine